2-methoxy-5-((2'-methoxy-[2,3'-bipyridin]-3-yl)methoxy)isonicotinaldehyde COC=1C=C(C=O)C(=CN1)OCC=1C(=NC=CC1)C=1C(=NC=CC1)OC